O.[Fe].[Si].[Mn] manganese-silicon iron water